FC(C[C@@H](C(=O)NC1=NC=CC(=C1)C#C[Si](C)(C)C)C1=CC=C(C=C1)F)F |r| (2RS)-4,4-difluoro-2-(4-fluorophenyl)-N-{4-[(trimethylsilyl)ethynyl]pyridin-2-yl}butanamide